C1(CCCC1)N1C(C=CC2=C1N=C(N=C2)NC2=CC=C(C=C2)N2CCN(CC2)C)=O 8-cyclopentyl-2-((4-(4-methylpiperazin-1-yl)phenyl)amino)-7-oxo-7,8-dihydropyrido[2,3-d]pyrimidine